CC[C@@H](CCCCC)O (S)-3-Octanol